BrC1=C(C(=O)OC)C=C(C(=C1)[N+](=O)[O-])NC1(CC1)C methyl 2-bromo-5-[(1-methylcyclopropyl)amino]-4-nitro-benzoate